butyl 1-cyano-6-azaspiro[2.5]octane-6-carboxylate C(#N)C1CC12CCN(CC2)C(=O)OCCCC